C(C1=CC=CC=C1)OC=1C(N(C=C(C1)Br)C)=O 3-benzyloxy-5-bromo-1-methyl-pyridin-2-one